CC1=C(C=2N(N=C1N1CC=3C=C(C=NC3CC1)NC(C(C)C)=O)C=NN2)C N-(6-(7,8-dimethyl-[1,2,4]triazolo[4,3-b]pyridazin-6-yl)-5,6,7,8-tetrahydro-1,6-naphthyridin-3-yl)isobutyramide